2-(1-adamantyl)ethylamine C12(CC3CC(CC(C1)C3)C2)CCN